C[C@@H]1NC=2C=C(C=C(C2[C@@H]2C[C@@H](CC[C@@H]12)O)O)O[C@@H](CCCC1=CC=CC=C1)C (-)-(6S,6aR,9R,10aR)-5,6,6a,7,8,9,10,10a-octahydro-6-methyl-3-[(R)-1-methyl-4-phenylbutoxy]-1,9-phenanthridinediol